benzyl (S)-7-(4-fluorobenzyl)-6-(3-methoxypropanamido)-2-methyl-2,3-dihydro-1H-pyrido[2,3-b][1,4]oxazine-1-carboxylate FC1=CC=C(CC2=CC3=C(OC[C@@H](N3C(=O)OCC3=CC=CC=C3)C)N=C2NC(CCOC)=O)C=C1